(R)-4-(3-(3-Aminoazepan-1-carbonyl)-1-(2-fluoro-4-isopropylphenyl)-1H-pyrazol-5-yl)-2-fluorobenzonitril N[C@H]1CN(CCCC1)C(=O)C1=NN(C(=C1)C1=CC(=C(C#N)C=C1)F)C1=C(C=C(C=C1)C(C)C)F